(S)-2-formamido-5-(tert-butoxy)-5-oxopentanoic acid C(=O)N[C@H](C(=O)O)CCC(=O)OC(C)(C)C